C=1SC=C2C1CCCC2=O 6,7-dihydro-2-benzothien-4(5H)-one